[Si](C)(C)(C(C)(C)C)OCC1=C2CCNC(C2=CC=C1)C 5-{[(tert-butyldimethylsilyl)oxy]methyl}-1-methyl-1,2,3,4-tetrahydro-isoquinoline